BrC1=CC=C(C(=O)N[C@H](C(=O)NO)[C@@H](C)OC(C)(C)C)C=C1 4-bromo-N-((2S,3R)-3-(tert-butoxy)-1-(hydroxyamino)-1-oxobutan-2-yl)benzamide